ClC=1C=CC2=C(C(N(N=N2)[C@H](C)[C@@](CN2N=CN=C2)(O)C2=C(C=C(C=C2)F)F)=O)C1 6-chloro-3-[(2R,3R)-3-(2,4-difluorophenyl)-3-hydroxy-4-(1,2,4-triazol-1-yl)-2-butyl]1,2,3-benzotriazin-4-one